The molecule is an acyl-CoA(4-) oxoanion arising from deprotonation of the phosphate and diphosphate OH groups of 3-oxochol-4-en-24-oyl-CoA; major species at pH 7.3. It is a conjugate base of a 3-oxochol-4-en-24-oyl-CoA. C[C@H](CCC(=O)SCCNC(=O)CCNC(=O)[C@@H](C(C)(C)COP(=O)([O-])OP(=O)([O-])OC[C@@H]1[C@H]([C@H]([C@@H](O1)N2C=NC3=C(N=CN=C32)N)O)OP(=O)([O-])[O-])O)[C@H]4CC[C@@H]5[C@@]4(CC[C@H]6[C@H]5CCC7=CC(=O)CC[C@]67C)C